methyl (7S,15S)-15-{4-[5-chloro-2-(4-chloro-1H-1,2,3-triazol-1-yl)phenyl]-6-oxo-1,6-dihydropyrimidin-1-yl}-8-oxo-2,5,9-triazatricyclo[14.3.1.02,7]icosa-1(20),16,18-triene-5-carboxylate ClC=1C=CC(=C(C1)C=1N=CN(C(C1)=O)[C@H]1CCCCCNC([C@@H]2CN(CCN2C=2C=CC=C1C2)C(=O)OC)=O)N2N=NC(=C2)Cl